1,3-di-tert-butyl-5-ethynylbenzene C(C)(C)(C)C1=CC(=CC(=C1)C#C)C(C)(C)C